CC1=CC=C2C(NC(N(C2=C1)CC1=CC(=CC=C1)C(=O)N1CCN(CC1)C(=O)C1CCCC1)=O)=O 7-Methyl-1-(3-(4-(cyclopentylcarbonyl)piperazine-1-carbonyl)benzyl)quinazoline-2,4(1H,3H)-dione